CN1C=NC2=C1C=CC=C2C2=CC=C(C=C2)OCC2=NN(C=C2C2=CC(=NC=C2)C)C 1-methyl-4-(4-{[1-Methyl-4-(2-methylpyridin-4-yl)-1H-pyrazole-3-yl]methoxy}phenyl)-1H-benzimidazole